3-(1H-indazol-4-yl)-N-(1-phenyl-4-(4-(piperidin-1-yl)butyl)-1H-imidazol-2-yl)benzamide N1N=CC2=C(C=CC=C12)C=1C=C(C(=O)NC=2N(C=C(N2)CCCCN2CCCCC2)C2=CC=CC=C2)C=CC1